C1(CC1)N1[C@H](CN(CC1)C1=C(C=C(C(=C1)OC)NC1=NC=NC(=C1)N1OCC[C@@H]1C1=CC(=CC=C1)OC1=CC=CC=C1)NC(C=C)=O)C N-(2-((S)-4-cyclopropyl-3-methyl-piperazin-1-yl)-4-methoxy-5-((6-((R)-3-(3-phenoxy-phenyl)isoxazolidin-2-yl)pyrimidin-4-yl)amino)-phenyl)acrylamide